FC(C(=O)O)=CC1=CC=C(C=C1)F 2-fluoro-3-(4-fluorophenyl)acrylic acid